4-methyl-2-(1-methyl-7-(1H-tetrazol-5-yl)-1H-indol-3-yl)-6-(1,3,5-trimethyl-1H-pyrazol-4-yl)-3,4-dihydropyrazino[1,2-a]indol-1(2H)-one CC1CN(C(C=2N1C=1C(=CC=CC1C2)C=2C(=NN(C2C)C)C)=O)C2=CN(C1=C(C=CC=C21)C2=NN=NN2)C